CN=C=NC(C)(C)C 1-methyl-3-tert-butylcarbodiimide